methyl 4-(5-amino-2-((2,5-dimethyloxazol-4-yl) methyl)-7-(4-fluorophenyl)-3-oxo-2,3-dihydro-[1,2,4]triazolo[4,3-c]pyrimidin-8-yl)-6-methylpyridinecarboxylate NC1=NC(=C(C=2N1C(N(N2)CC=2N=C(OC2C)C)=O)C2=CC(=NC(=C2)C)C(=O)OC)C2=CC=C(C=C2)F